N-[(1s,5r)-3-azabicyclo[3.1.0]hexan-6-yl]-2-chloro-4-[[3-[3-(trifluoromethyl)-1H-pyrazol-4-yl]imidazo[1,2-a]pyrazin-8-yl]amino]benzamide hydrogen chloride Cl.[C@H]12CNC[C@@H]2C1NC(C1=C(C=C(C=C1)NC=1C=2N(C=CN1)C(=CN2)C=2C(=NNC2)C(F)(F)F)Cl)=O